FC1=C(C=CC(=C1)F)Br 1,5-difluorobromobenzene